BrC=1C=CC(=C(C1)C=1N=CC2=C(N1)C(=NC=C2)NCC2=C(C=C(C=C2)OC)OC)CC(C)C 2-(5-bromo-2-isobutylphenyl)-N-(2,4-dimethoxybenzyl)pyrido[3,4-d]pyrimidin-8-amine